4-{[(1R)-1-(4-Chlorophenyl)-5-(1,2-dihydroxypropan-2-yl)-1-{[1-(hydroxymethyl)cyclopropyl]methoxy}-3-oxo-2,3-dihydro-1H-isoindol-2-yl]methyl}benzonitril ClC1=CC=C(C=C1)[C@@]1(N(C(C2=CC(=CC=C12)C(CO)(C)O)=O)CC1=CC=C(C#N)C=C1)OCC1(CC1)CO